NCCC(CN)NCCN 1,N1-bis(2-aminoethyl)ethane-1,2-diamine